FC(C)(F)C=1C=C(C=CC1)NC(=O)C1=C(N=C(O1)C1=CC(=C(C=C1)OC(F)F)C1=NC=CC=C1)C N-(3-(1,1-difluoroethyl)phenyl)-2-(4-(difluoromethoxy)-3-(pyridin-2-yl)phenyl)-4-methyloxazole-5-carboxamide